ClC=1C(=NC(=NC1)NC)C1=C(N=C(S1)N)C 5-(5-chloro-2-(methylamino)pyrimidin-4-yl)-4-methylthiazol-2-amine